2-(5-fluoro-2-pyridinyl)-6-methyl-3-(1H-pyrazolo[3,4-b]pyridin-4-yl)-6,7-dihydro-4H-pyrazolo[5,1-c][1,4]oxazine FC=1C=CC(=NC1)C1=NN2C(COC(C2)C)=C1C1=C2C(=NC=C1)NN=C2